6-((S)-2-(1-Ethyl-1H-pyrazole-5-carboxamido)-2-((1r,4S)-4-methylcyclohexyl)acetamido)-3',5'-dimethyl-[3,4'-bipyridine] 1'-oxide C(C)N1N=CC=C1C(=O)N[C@H](C(=O)NC1=CC=C(C=N1)C1=C(C=[N+](C=C1C)[O-])C)C1CCC(CC1)C